C(C1=CC=CC=C1)(C1=CC=CC=C1)(C1=CC=CC=C1)N1C=NC(=C1)C1=C(\C=C/2\C(CCCC2)=O)C=CC=C1 (E)-2-(2-(1-trityl-1H-imidazol-4-yl)benzylidene)cyclohexan-1-one